C(CS(=O)(=O)[O-])S(=O)(=O)[O-].[Na+].[Na+] sodium ethylenedisulfonate